2-[(7-amino-4-{3-[(4-methylpiperazin-1-yl)methyl]phenyl}-1-oxo-2,3-dihydro-1H-isoindol-2-yl)methyl]prop-2-enamide NC=1C=CC(=C2CN(C(C12)=O)CC(C(=O)N)=C)C1=CC(=CC=C1)CN1CCN(CC1)C